C(O[C@@H]1[C@](O[C@H](C1)N1C=CC2=C1N=C(N=C2N)Cl)(CO)C#C)(OC(C)C)=O (2R,3S,5R)-5-(4-amino-2-chloro-7H-pyrrolo[2,3-d]pyrimidin-7-yl)-2-ethynyl-2-(hydroxymethyl)tetrahydrofuran-3-yl isopropyl carbonate